N1=CNC(C2=C1SC=C2)=O Thieno[2,3-d]pyrimidin-4-one